OCCN(CCO)CCC(=O)OC1C(OCC1)=O N,N-bis(2-hydroxyethyl)2-[(2-oxotetrahydrofuran-3-yl)oxycarbonyl]ethylamine